C(C1=CC=CC=C1)=C1N=C(OC1=O)C1=CC=C(C=C1)C(C)(C)C 4-benzylidene-2-(4-(tert-butyl)phenyl)oxazol-5(4H)-one